O=C(CCCCCCCN(CCCCCCCC(=O)OCCCC(CCCCC)CCCCC)C(C=C)=O)OCCCC(CCCCC)CCCCC 4-pentylnonyl 8-[[8-oxo-8-(4-pentylnonoxy)octyl]-prop-2-enoyl-amino]octanoate